bromoethoxycyclobutane BrCCOC1CCC1